2,6-bis(3-sulfanylpropanamido)hexanamide SCCC(=O)NC(C(=O)N)CCCCNC(CCS)=O